3,5-diiodo-4-styrenesulfonate IC=1C=C(C=C)C=C(C1S(=O)(=O)[O-])I